C(C)N1N=C(C(=C1C(=O)OC)[N+](=O)[O-])C methyl 2-ethyl-5-methyl-4-nitro-pyrazole-3-carboxylate